7-Methoxy-4-methyl-3-(trifluoromethyl)-2H-chromen-2-one COC1=CC=C2C(=C(C(OC2=C1)=O)C(F)(F)F)C